tert-Butyl 4-allyl-3-(trifluoromethyl)piperazine-1-carboxylate C(C=C)N1C(CN(CC1)C(=O)OC(C)(C)C)C(F)(F)F